NC=1SC(=CN1)C(=O)NC1=C(C=C(C(=C1)C(NC1=NN(C=C1)C1CCOCC1)=O)F)C 2-Amino-N-[4-fluoro-2-methyl-5-[[1-(oxan-4-yl)pyrazol-3-yl]carbamoyl]phenyl]-1,3-thiazole-5-carboxamide